5-{[cis-3-[(tert-butyldiphenylsilyl)oxy]cyclopentyl]oxy}-N-[5-(5-acetamidopyrazol-1-yl)-1,3,4-thiadiazol-2-yl]-4-(3-methoxypyridin-2-yl)-6-oxopyran-2-carboxamide [Si](C1=CC=CC=C1)(C1=CC=CC=C1)(C(C)(C)C)O[C@H]1C[C@H](CC1)OC1=C(C=C(OC1=O)C(=O)NC=1SC(=NN1)N1N=CC=C1NC(C)=O)C1=NC=CC=C1OC